methyl-cycloheptanediol CC1C(CCCCC1)(O)O